COC=1C=C(C=CC1)NC(=O)C=1C=C(C(=NC1)N1CCC(CC1)C)C(F)(F)F 4-methyl-3'-trifluoromethyl-3,4,5,6-tetrahydro-2H-[1,2']bipyridinyl-5'-carboxylic acid (3-methoxy-phenyl)-amide